C(C)(=O)NC=1SC(=CN1)CN1CCN(CC1)CC(=O)NC1CCCCC1 2-(4-((2-acetamidothiazol-5-yl)methyl)piperazin-1-yl)-N-cyclohexylacetamide